5-hydroxy-3-methyl-7-(tetrahydro-2H-pyran-4-yl)benzo[d]oxazol-2(3H)-one OC=1C=C(C2=C(N(C(O2)=O)C)C1)C1CCOCC1